trans-1-(tert-butoxycarbonyl)-4-(trifluoromethyl)pyrrolidine-3-carboxylic acid C(C)(C)(C)OC(=O)N1C[C@H]([C@@H](C1)C(F)(F)F)C(=O)O